N1C(NC=2C1=C1C(=NC2)C=CO1)=[Se] 1H-furo[3,2-b]imidazo[4,5-d]pyridineselon